NC1=NC=CC=C1C1=NC=2C(=NC(=CC2)C2=CC=CC=C2)N1C1=CC=C(CN2CCN(CC2)C(=O)C2=CC(=CC3=C2N=C(S3)C#N)F)C=C1 4-(4-(4-(2-(2-aminopyridin-3-yl)-5-phenyl-3H-imidazo[4,5-b]pyridin-3-yl)benzyl)piperazine-1-carbonyl)-6-fluorobenzo[d]thiazole-2-carbonitrile